C(C)(C)(C)C=1C(=C(C=C(C1)C)CCC(=O)OCCOCCOCCOC(CCC=1C=C(C=C(C1O)C(C)(C)C)C)=O)O ethylenebis(oxyethylene) bis[3-(5-t-butyl-4-hydroxy-m-tolyl) propionate]